C1(=CC(=CC=C1)C(=O)O)C1=CC(=CC=C1)C(=O)O 3,3'-Biphenyl-dicarboxylic acid